3,4-DIHYDROISOCHINOLIN-1(2H)-ON C1(NCCC2=CC=CC=C12)=O